Dehydroacetic acid sodium salt CC1=CC(=C(C(=O)O1)C(=O)C)[O-].[Na+]